FC1=CC=C(C=C1)C(C)NC(=O)C=1C(N(C2=NC=C(C=C2C1)C1=CC=C(C=C1)OC)CCN1CCOCC1)=O N-(1-(4-fluorophenyl)ethyl)-6-(4-methoxyphenyl)-1-(2-morpholinylethyl)-2-oxo-1,2-dihydro-1,8-naphthyridine-3-carboxamide